6-(4-cyclopropyl-6-methoxypyrimidin-5-yl)-3-(4-(5-methyl-3-(trifluoromethyl)-1H-pyrazol-1-yl)benzyl)imidazo[1,5-a]pyrazine C1(CC1)C1=NC=NC(=C1C=1N=CC=2N(C1)C(=NC2)CC2=CC=C(C=C2)N2N=C(C=C2C)C(F)(F)F)OC